tert-butyl (2S)-2-(4-bromo-2-hydroxyphenyl)-4-hydroxypiperidine-1-carboxylate BrC1=CC(=C(C=C1)[C@H]1N(CCC(C1)O)C(=O)OC(C)(C)C)O